(N-(2-aminoethyl)-3-aminopropyl-trimethoxysilyl)maleimide NCCNCCCCO[Si](OC)(OC)C=1C(=O)NC(C1)=O